COC1=CC=C(C=N1)C1=CC=C2C=NC(=NC2=C1)NC1=C(C=C2CCNCC2=C1)OC 7-(6-methoxypyridin-3-yl)-N-(6-methoxy-1,2,3,4-tetrahydroisoquinolin-7-yl)quinazolin-2-amine